6-(2,2-Dimethylmorpholino)-2-methyl-N-(6-(5-((2-methylpyridin-4-yl)amino)-1H-benzo[d]imidazol-2-yl)pyridin-3-yl)quinolin-4-amine CC1(OCCN(C1)C=1C=C2C(=CC(=NC2=CC1)C)NC=1C=NC(=CC1)C1=NC2=C(N1)C=CC(=C2)NC2=CC(=NC=C2)C)C